ClC=1C=C(C=CC1Cl)C(C(=O)NNC(=O)C1CN(CC12CN(C2)C(=O)OC(C)(C)C)C(=O)C2=CN=CS2)(F)F tert-butyl 8-(2-(2-(3,4-dichlorophenyl)-2,2-difluoroacetyl)hydrazine-1-carbonyl)-6-(thiazole-5-carbonyl)-2,6-diazaspiro[3.4]octane-2-carboxylate